1-(4-((2-(trifluoromethyl)benzyl)amino)pyrido[2,3-d]pyrimidin-2-yl)piperidine-3-carbonitrile FC(C1=C(CNC=2C3=C(N=C(N2)N2CC(CCC2)C#N)N=CC=C3)C=CC=C1)(F)F